3-amino-8-(6-fluoro-3-methyl-2-oxo-2,3-dihydrobenzo[d]oxazol-7-yl)-N-propylimidazo[1,2-a]pyridine-2-carboxamide NC1=C(N=C2N1C=CC=C2C2=C(C=CC=1N(C(OC12)=O)C)F)C(=O)NCCC